OC1=CC=C(C=C1)C(\C=C\C1=CC(=C(C=C1)OC)CN1CCCC1)=O (E)-1-(4-Hydroxyphenyl)-3-[4-methoxy-3-(pyrrolidin-1-ylmethyl)phenyl]prop-2-en-1-one